OC1(COC1)C=1C=C(C=CC1)C(=O)N1CCN(CC1)CC1=CC=C(C=C1)C(F)(F)F (3-(3-hydroxyoxetan-3-yl)phenyl)(4-(4-(trifluoromethyl)benzyl)piperazin-1-yl)methanone